1,4-dimercaptocyclohexane SC1CCC(CC1)S